(S)-tert-Butyl 1-(4-(2,4-diaminophenyl)pyridin-2-yl)but-3-enylcarbamate NC1=C(C=CC(=C1)N)C1=CC(=NC=C1)[C@H](CC=C)NC(OC(C)(C)C)=O